dibenzo[a,e]pyrene C1=CC=C2C3=C(C=4C=C5C(=C6C=CC1=C2C64)C=CC=C5)C=CC=C3